C(\C=C/C(=O)O)(=O)O.C(C1CO1)OCCC[Si](OOC)(CC)C 3-glycidoxypropyl-methyl-(ethyl)methyldioxysilane (Z)-2-Butenedioate